2-((2S,4S)-1-acryloyl-4-(4-(3-(dimethylamino)azetidin-1-yl)-6-fluoro-8-methyl-7-(2-(trifluoromethyl)phenyl)-1H-[1,2,3]triazolo[4,5-c]quinolin-1-yl)piperidin-2-yl)acetonitrile C(C=C)(=O)N1[C@@H](C[C@H](CC1)N1N=NC=2C(=NC=3C(=C(C(=CC3C21)C)C2=C(C=CC=C2)C(F)(F)F)F)N2CC(C2)N(C)C)CC#N